C1(CC1)C1=NC=NC(=C1C=1N=CC2=C(N1)C(=CN2)C(O)C2=CC=C(C=C2)C=2N(C=C(N2)C(F)(F)F)C2CN(C2)C)OC (2-(4-cyclopropyl-6-methoxypyrimidin-5-yl)-5H-pyrrolo[3,2-d]pyrimidin-7-yl)(4-(1-(1-methylazetidin-3-yl)-4-(trifluoromethyl)-1H-imidazol-2-yl)phenyl)methanol